NC=1C=C2CN(CC2=CC1)C1=NC=CC(=N1)C1=NC=CC(=N1)\C=C\C1=CC=NC=C1 (E)-5-Amino-2-(4-(2-(pyridin-4-yl)vinyl)-[2,4'-bipyrimidin]-2'-yl)isoindoline